tert-Butyl 6-[4-[[2-[2-(3-hydroxyphenyl)ethynyl]phenyl]methyl]piperazin-1-yl]pyridazine-3-carboxylate OC=1C=C(C=CC1)C#CC1=C(C=CC=C1)CN1CCN(CC1)C1=CC=C(N=N1)C(=O)OC(C)(C)C